3-[2-chloro-5-(5-chloro-6-fluoro-3-pyridinyl)-4-fluoro-phenyl]-5-methyl-4H-isoxazole-5-carboxylic acid ethyl ester C(C)OC(=O)C1(CC(=NO1)C1=C(C=C(C(=C1)C=1C=NC(=C(C1)Cl)F)F)Cl)C